CC=1C=C(C=C(C1C#N)C)O 3,5-dimethyl-4-cyanophenol